CC=1C=C2C(=CN1)O[C@]1(CN([C@H](C1)C)CC1=C(N=C(S1)NC(C)=O)F)C2 N-(5-(((2R,5'S)-5,5'-Dimethyl-3H-spiro[furo[2,3-c]pyridine-2,3'-pyrrolidin]-1'-yl)methyl)-4-fluorothiazol-2-yl)acetamide